7H-purine-6-carboxamide N1=CN=C2N=CNC2=C1C(=O)N